COC1=NC(=CC=C1NC(=O)C=1C(=NOC1C)C1=CC=CC=C1)C1=CN(C(C=C1)=O)C N-[2-methoxy-6-(1-methyl-6-oxo-3-pyridyl)-3-pyridyl]-5-methyl-3-phenyl-isoxazole-4-carboxamide